2-amino-6-(4-((bis(2-hydroxyethyl)amino)methyl)benzyl)-4-(butylamino)pyrido[4,3-d]pyrimidin-5(6H)-one NC=1N=C(C2=C(N1)C=CN(C2=O)CC2=CC=C(C=C2)CN(CCO)CCO)NCCCC